2,2'-((((((2-acetylnaphtho[2,3-b]furan-4,9-diyl)bis(oxy))bis(carbonyl))bis(azanediyl))bis(ethane-2,1-diyl))bis(azanediyl))diacetic Acid dibenzenesulfonate Salt C1(=CC=CC=C1)S(=O)(=O)O.C1(=CC=CC=C1)S(=O)(=O)O.C(C)(=O)C1=CC2=C(O1)C(=C1C=CC=CC1=C2OC(=O)NCCNCC(=O)O)OC(=O)NCCNCC(=O)O